CS(=O)(=O)C1=CC=C(C=C1)N[C@H](CO)C(=O)O (1R,2R)-4-methylsulfonyl-phenylseryl alcohol